CC1=CC=C(COCC2=CC(=CC3=C2N=C(S3)N)C(F)(F)F)C=C1 4-(((4-methylbenzyl)oxy)methyl)-6-(trifluoromethyl)benzo[d]thiazol-2-amine